ethyl 6-(((3R,5S)-5-(((R)-1-(4-carbamimidoylthiophen-2-yl)ethyl)carbamoyl)-3-fluoro-1-((4-phenoxybutanoyl)glycyl) pyrrolidin-3-yl)methoxy)hexanoate C(N)(=N)C=1C=C(SC1)[C@@H](C)NC(=O)[C@@H]1C[C@](CN1C(CNC(CCCOC1=CC=CC=C1)=O)=O)(F)COCCCCCC(=O)OCC